ClC1=CC(=C(C=C1)C1=NC(=NC2=C1N=C(N(C2=O)C)C)[C@H]2C[C@H](OCC2)C=2C=NN(C2)C)F 8-(4-chloro-2-fluoro-phenyl)-2,3-dimethyl-6-[(2S,4R)-2-(1-methylpyrazol-4-yl)tetrahydropyran-4-yl]pyrimido[5,4-d]pyrimidin-4-one